tert-Butyl (2S,4R)-2-[(1-methylindazol-5-yl)methylcarbamoyl]-4-(p-tolylmethyl)pyrrolidine-1-carboxylate CN1N=CC2=CC(=CC=C12)CNC(=O)[C@H]1N(C[C@@H](C1)CC1=CC=C(C=C1)C)C(=O)OC(C)(C)C